C1CNCCC12CCC(CC2)CN2CCC(CC2)N2N=C(C(=C2)NC(=O)C=2C=NN1C2N=C(C=C1)N1[C@H]2CO[C@@H](C1)C2)C(F)F N-(1-(1-((3-Azaspiro[5.5]undecan-9-yl)methyl)piperidin-4-yl)-3-(difluoromethyl)-1H-pyrazol-4-yl)-5-((1R,4R)-2-oxa-5-azabicyclo[2.2.1]heptan-5-yl)pyrazolo[1,5-a]pyrimidine-3-carboxamide